FC(OC=1C=C2NC(C=3N(C2=C(C1C=1C=C(C=C2C(=CNC12)C)F)C)C(=NN3)C)(C)C)F 7-(difluoro-methoxy)-8-(5-fluoro-3-methyl-1H-indol-7-yl)-1,4,4,9-tetramethyl-5H-[1,2,4]triazolo[4,3-a]quinoxaline